5-(benzyloxy)-3-((S)-but-3-en-2-yl)-1-(1-methoxyallyl)-4,6-dioxo-N-(2,4,6-trifluorobenzyl)-2,3,4,6-tetrahydro-1H-pyrido[2,1-f][1,2,4]triazine-7-carboxamide C(C1=CC=CC=C1)OC=1C(C(=CN2N(CN(C(C21)=O)[C@@H](C)C=C)C(C=C)OC)C(=O)NCC2=C(C=C(C=C2F)F)F)=O